C1(CCC1)OC([C@H](C)NP(=O)(OC1=CC=CC=C1)OC1=CC=C(C=C1)[N+](=O)[O-])=O (2S)-2-(((4-Nitrophenoxy)(phenoxy)phosphoryl)amino)propionic acid cyclobutyl ester